C1CCC2=CC=CC=C12 InDan